3-(1-oxo-5-((2-(3-(quinolin-7-yl)azetidin-1-yl)cyclopent-yl)oxy)isoindolin-2-yl)piperidine-2,6-dione O=C1N(CC2=CC(=CC=C12)OC1C(CCC1)N1CC(C1)C1=CC=C2C=CC=NC2=C1)C1C(NC(CC1)=O)=O